C(\C=C/C(=O)O)(=O)O.C(C)OC(\C=C\CNCCCCN1C2=C(CCC3=C1C=C(C=C3)Cl)C=C(C=C2)O)=O.C(C2=CC=CC=C2)O[C@H]2C(O[C@@H]([C@H]2OCC2=CC=CC=C2)COCC2=CC=CC=C2)=O (3R,4R,5R)-3,4-bis(benzyloxy)-5-[(benzyloxy)methyl]oxolan-2-one ethyl-(E)-4-[4-(7-chloro-2-hydroxy-10,11-dihydro-dibenzo[b,f]azepin-5-yl)-butylamino]-but-2-enoate maleate